C1(CC1)C1=NN(C=C1C=1N=CC=C2C=CC=NC12)[C@@H]1C[C@H](C1)CO (trans-3-(3-cyclopropyl-4-(1,7-naphthyridin-8-yl)-1H-pyrazol-1-yl)cyclobutyl)methanol